N-(5-(2,6-Difluoro-4-methoxyphenyl)-2-(6-((3-(hydroxymethyl)oxetan-3-yl)methoxy)-4-methoxypyridin-2-yl)-1-methyl-3-oxo-2,3-dihydro-1H-pyrazol-4-yl)-4-(difluoromethoxy)benzamide FC1=C(C(=CC(=C1)OC)F)C1=C(C(N(N1C)C1=NC(=CC(=C1)OC)OCC1(COC1)CO)=O)NC(C1=CC=C(C=C1)OC(F)F)=O